4-((4-(2-(tert-butoxy)-2-oxoethyl)phenyl)amino)-2-(2-chloro-6-fluorophenyl)pyridazine-3-carboxylic acid methyl ester COC(=O)C=1N(NC=CC1NC1=CC=C(C=C1)CC(=O)OC(C)(C)C)C1=C(C=CC=C1F)Cl